(2R)-2-AMINO-2-(5-FORMYL(2-PYRIDYL))PROPANOIC ACID N[C@](C(=O)O)(C)C1=NC=C(C=C1)C=O